CCCC=CCCCCCC 4-undecene